C1(CC1)C1=NC=NC(=C1C1=NC=C(C(=N1)O[C@@H](C)C1=CC=C(C=C1)C=1N(C=C(N1)C(F)(F)F)C)C)OC |o1:16| rel-2-(4-cyclopropyl-6-methoxy-pyrimidin-5-yl)-5-methyl-4-[(1S)-1-[4-[1-methyl-4-(trifluoromethyl)imidazol-2-yl]phenyl]ethoxy]pyrimidine